O1CCN(CC1)C=1C2=C(N=CN1)N(C(=C2)C2=CC=C(C=C2)NC(NC2CCC1(CN(C1)C(=O)OC(C)(C)C)CC2)=O)COCC[Si](C)(C)C tert-butyl 7-(3-(4-(4-morpholino-7-((2-(trimethylsilyl)ethoxy)methyl)-7H-pyrrolo[2,3-d]pyrimidin-6-yl)phenyl)ureido)-2-azaspiro[3.5]nonane-2-carboxylate